4-(2-((7-bromoisoquinolin-1-yl)oxy)ethyl)morpholine BrC1=CC=C2C=CN=C(C2=C1)OCCN1CCOCC1